[Na+].P(=O)([O-])(F)F difluorophosphate sodium salt